N1N=NN=C1C1=C(C=CC=C1)N1CCC2(CN(C2)C(CCCC)=O)CC1 1-(7-(2-(1H-Tetrazol-5-yl)phenyl)-2,7-diazaspiro[3.5]nonan-2-yl)pentan-1-one